(2-chloro-6-fluorophenyl)-2-((2-methyl-1,2,3,4-tetrahydroisoquinolin-7-yl)amino)-8,9-dihydroimidazo[1,2-a]pyrimido[5,4-e]pyrimidin-5(6H)-one ClC1=C(C(=CC=C1)F)C1=NC(=NC2=C1C(NC=1N2CCN1)=O)NC1=CC=C2CCN(CC2=C1)C